C[N+](C)(CCCS(=O)(=O)[O-])CCCCCCCC 3-(N,N-Dimethyloctylammonio)-propane-sulfonate